2-[(4-amino-2-methylphenyl)methyl]isoindole-1,3-dione NC1=CC(=C(C=C1)CN1C(C2=CC=CC=C2C1=O)=O)C